5-amino-2,2,4-trimethyl-1-cyclopentanemethylamine NC1C(CC(C1CN)(C)C)C